COC=1C=CC2=C(CC3(CC3)N(CC2)S(=O)(=O)C2=CC=C(C)C=C2)C1 8-methoxy-3-p-toluenesulfonyl-1,3,4,5-tetrahydrospiro[benzo[d]azepin-2,1'-cyclopropane]